N1=CN=CC(=C1)N1N=CC(=C1C(F)(F)F)C(=O)N 1-(pyrimidin-5-yl)-5-(trifluoromethyl)-1H-pyrazole-4-carboxamide